2-(2',5'-Difluoro-[1,1'-biphenyl]-4-yl)-N-(methyl-d3)-N-(4-methyl-5-(S-methyl-sulfonimidoyl)thiazol-2-yl)acetamide FC1=C(C=C(C=C1)F)C1=CC=C(C=C1)CC(=O)N(C=1SC(=C(N1)C)S(=O)(=N)C)C([2H])([2H])[2H]